C(=O)(OC(C)(C)C)N[C@H](CC1=CC=C(C=C1)N)C(=O)O Boc-4-amino-D-phenylalanine